N1(CCNCC1)C(C(=O)O)C.N1(CCNCC1)C(C(=O)O)C.N1(CCNCC1)C(C(=O)O)C.C(O)C(CC)(CO)CO Trimethylolpropane tris(2-piperazinylpropionate)